2,2,2-trifluoro-N-(4-chloro-2-(phenylethynyl)phenyl)acetamide FC(C(=O)NC1=C(C=C(C=C1)Cl)C#CC1=CC=CC=C1)(F)F